2-(1-Formyl-vinyl)-5-methylcyclopentanecarbaldehyde C(=O)C(=C)C1C(C(CC1)C)C=O